(7-fluoroimidazo[1,2-a]pyridin-3-yl)isoindolin-1-one Formic acid salt C(=O)O.FC1=CC=2N(C=C1)C(=CN2)N2C(C1=CC=CC=C1C2)=O